3-(6-Methoxypyridin-3-yl)-3-(5-(2-(5,6,7,8-tetrahydro-1,8-naphthyridin-2-yl)ethoxy)-1H-indazol-1-yl)propanoic acid COC1=CC=C(C=N1)C(CC(=O)O)N1N=CC2=CC(=CC=C12)OCCC1=NC=2NCCCC2C=C1